(4-(bis(4H-benzo[d][1,3]dioxin-6-yl)methyl)piperazin-1-yl)(1H-1,2,4-triazol-1-yl)methanethione O1COCC2=C1C=CC(=C2)C(N2CCN(CC2)C(=S)N2N=CN=C2)C2=CC1=C(OCOC1)C=C2